8,9-dihydro-7H-cyclopenta[H]Quinoline-3-carboxylic acid ethyl ester C(C)OC(=O)C=1C=NC2=C3C(=CC=C2C1)CCC3